CCCCC=CCCCCCC (E or Z)-dodec-5-ene